C(C1=CC=CC=C1)OC1=NC(=CC=C1C1=NN(C2=C(C=CC=C12)N1CCN(CC1)[C@@H](COC1CCC(CC1)OC=1C(=C(C=CC1)O)C)C)C)OCC1=CC=CC=C1 3-(((1r,4r)-4-((R)-2-(4-(3-(2,6-bis(benzyloxy)pyridin-3-yl)-1-methyl-1H-indazol-7-yl)piperazin-1-yl)propoxy)cyclohexyl)oxy)-2-methylphenol